(7aS,10R)-3-chloro-8,10-dimethyl-7a,8,9,10-tetrahydro-7H-indolo[7,1-fg][1,7]naphthyridine ClC1=C2C=CN3C2=C(C2=C[C@H](CN([C@@H]2C3)C)C)C=C1